2,2,3,3,4,4-hexafluoropentane-1,5-diamine hydrochloride Cl.FC(CN)(C(C(CN)(F)F)(F)F)F